ClC=1C=C(C=CC1)N(S(=O)(=O)C1CCN(CC1)C1CCC(CC1)F)CC1=CC=C(C=C1)C=1OC(=NN1)C(F)F N-(3-chlorophenyl)-N-(4-(5-(difluoromethyl)-1,3,4-oxadiazol-2-yl)benzyl)-1-((1s,4s)-4-fluorocyclohexyl)piperidine-4-sulfonamide